FC1=CC=C(C=C1)C1=C(C=CC=C1)C(N1CCN(CC1)C1=CC=C(C(=O)N)C=C1)([2H])[2H] 4-(4-((4'-fluoro-[1,1'-biphenyl]-2-yl)methyl-d2)piperazin-1-yl)benzamide